(R)-5-bromo-N1-(1-(2,4-dichlorophenyl)ethyl-2,2,2-d3)-3-methylbenzene-1,2-diamine BrC1=CC(=C(C(=C1)N[C@H](C([2H])([2H])[2H])C1=C(C=C(C=C1)Cl)Cl)N)C